N1=C(C=CC=C1)N1N=NN(C=C1)C1=NC=CC=C1 1,4-dipyridyltetrazine